(R)-5-((1-(3-(1,1-difluoro-2-hydroxyethyl)-2-fluorophenyl)ethyl)amino)-7-methyl-3-(1-methylcyclopropyl)-3,4-dihydropyrimido[4,5-d]pyrimidin-2(1H)-one FC(CO)(F)C=1C(=C(C=CC1)[C@@H](C)NC1=C2C(=NC(=N1)C)NC(N(C2)C2(CC2)C)=O)F